CC1=C(C=2N(N=C1N1CC=3C=C(C=NC3CC1)NC1=C(C=NC=C1)F)C=NN2)C 6-(7,8-dimethyl-[1,2,4]triazolo[4,3-b]pyridazin-6-yl)-N-(3-fluoropyridin-4-yl)-5,6,7,8-tetrahydro-1,6-naphthyridin-3-amine